C(C)(C)(C)OC(=O)N1CCC(CC1)(C(=O)C=1N(C=CC1)S(=O)(=O)CC1=CC=CC=C1)COS(=O)(=O)C 4-(((methylsulfonyl)oxy)methyl)-4-(1-toluenesulfonyl-1H-pyrrole-2-carbonyl)piperidine-1-carboxylic acid tert-butyl ester